C(=O)O.CNC(=O)C1=CC=C(C=C1)C=1N=C2SC3=C(N2C1)C=CC(=C3)C(=O)N[C@H]3CN1CCC3CC1 (R)-2-(4-(methylcarbamoyl)phenyl)-N-(quinuclidin-3-yl)benzo[d]imidazo[2,1-b]thiazole-7-carboxamide formate salt